2-methyl-N-[4-(4,4,5,5-tetramethyl-1,3,2-dioxaborolan-2-yl)phenyl]Prop-2-enamide CC(C(=O)NC1=CC=C(C=C1)B1OC(C(O1)(C)C)(C)C)=C